BrC=1N(C2=NC(=NC(=C2N1)N1CCOCC1)N1N=CC(=C1)C1=CC=CC=C1)CC 4-(8-bromo-9-ethyl-2-(4-phenyl-1H-pyrazol-1-yl)-9H-purin-6-yl)morpholine